O1N=C(N=C1)C(=O)[O-] 1,2,4-oxadiazole-3-carboxylate